7-(trifluoromethyl)-1H-pyrazolo[3,4-c]pyridine-4-carboxylic acid FC(C1=NC=C(C2=C1NN=C2)C(=O)O)(F)F